OC1=CC=C(C[N+](C)(C)C)C=C1 (4-hydroxybenzyl)trimethylammonium